OC(CCC=1N=NNC1)(O)O trihydroxypropyl-triazole